CC1=NN(C(=C1CNC(=O)C1=CN(C2=C1C(N(C=C2C)C)=O)C)C)C2=C(C=CC=C2)C N-((3,5-dimethyl-1-(2-methylphenyl)-1H-pyrazol-4-yl)methyl)-1,5,7-trimethyl-4-oxo-4,5-dihydro-1H-pyrrolo[3,2-c]pyridine-3-carboxamide